1-(3-bromophenyl)-7-fluoroquinazoline-2,4(1H,3H)-dione BrC=1C=C(C=CC1)N1C(NC(C2=CC=C(C=C12)F)=O)=O